(RS)-1-(4-(Morpholin-2-yl)phenyl)-3-p-tolylurea N1C[C@H](OCC1)C1=CC=C(C=C1)NC(=O)NC1=CC=C(C=C1)C |r|